N1(C=NC=C1)C=1C=CC(=C(C1)O)C=1SC(=NN1)O[C@H]1C[C@@]2(C[C@H]([C@H](C1)N2C)OC)C 5-(1H-imidazol-1-yl)-2-(5-(((1R,3R,5S,6R)-6-methoxy-1,8-dimethyl-8-azabicyclo[3.2.1]octan-3-yl)oxy)-1,3,4-thiadiazol-2-yl)phenol